O=C1C(C=[Ru](Cl)(Cl)(Cl)Cl)C=CC=C1 (2-oxobenzylidene)ruthenium(VI) chloride